BrC=1C(=CC(N(C1)C)=O)F 5-bromo-4-fluoro-1-methylpyridin-2(1H)-one